2-[[4-[4-Hydroxymethyl-1-piperidinyl]-6-[[(4-(ethyl-sulfonylamino)phenyl)methyl]amino]-2-pyrimidinyl]amino]-4-methyl-5-thiazolecarboxylic acid, ethyl ester OCC1CCN(CC1)C1=NC(=NC(=C1)NCC1=CC=C(C=C1)NS(=O)(=O)CC)NC=1SC(=C(N1)C)C(=O)OCC